trans-N-(8-amino-6-(4-(dimethylamino)pyridin-3-yl)isoquinolin-3-yl)-2-cyanocyclopropane-1-carboxamide NC=1C=C(C=C2C=C(N=CC12)NC(=O)[C@H]1[C@@H](C1)C#N)C=1C=NC=CC1N(C)C